O=C(C(=O)O)C(=O)O 2-Ketomalonic acid